2,4-bis(octyllithiomethyl)-6-methylphenol C(CCCCCCC)C(C1=C(C(=CC(=C1)C([Li])CCCCCCCC)C)O)[Li]